FC(OC1=C(C=C2NC(C(=NC2=C1)C)=O)CN1CCN(CC1)C=1C(=NC=C(C(=O)NC)C1)F)F 5-(4-((7-(difluoromethoxy)-2-methyl-3-oxo-3,4-dihydroquinoxalin-6-yl)methyl)piperazin-1-yl)-6-fluoro-N-methylnicotinamide